C(C)N([C@@H](CCCNC(N)=N)C(=O)O)C(CCCCCCCCCCC)=O.C(C)OC([C@@H](NC(CCCCCCCCCCC)=O)CCCNC(N)=N)=O lauroyl-arginine ethyl ester (ethyl lauroyl arginate)